ethyl-(R)-2-cyclopropyl-3-isobutoxy-7-isopropyl-11-oxo-6,7-dihydro-11H-benzo[f]pyrido[1,2-d][1,4]oxazepine C(C)C1=C(C(=CC2=C1C=1N([C@@H](CO2)C(C)C)C=CC(C1)=O)OCC(C)C)C1CC1